N1CC(C1)C(=O)N1CC=2N(CC1)C=C(N2)C2=NC=C(C=N2)C2CC2 azetidin-3-yl-(2-(5-cyclopropylpyrimidin-2-yl)-5,6-dihydroimidazo[1,2-a]pyrazin-7(8H)-yl)methanone